C(C)N1C[C@@H](CCC1)NC=1C(N(C(=NN1)C=1C(=C2CCC2=CC1)O)C)=O 6-[[(3R)-1-ethyl-3-piperidinyl]amino]-3-(2-hydroxy-3-bicyclo[4.2.0]oct-1,3,5-trienyl)-4-methyl-1,2,4-triazin-5-one